CN1C[C@@H]2[C@H](C1)CN(C2)C2=NC=CC=C2C2C=1N(C3=CC=CC=C3N2)C=CC1 4-(2-((3aR,6aS)-5-Methylhexahydropyrrolo[3,4-c]pyrrol-2(1H)-yl)pyridin-3-yl)-4,5-dihydropyrrolo[1,2-a]quinoxaline